CN(CC(O)C1=CC=CC=C1)C 2-(dimethylamino)-1-phenylethan-1-ol